C1(=CC=CC=C1)S(=O)(=O)N1C=C(C2=CC=C(C=C12)C=1C=NN(C1C)C)C1=NC(=NC=C1C(F)(F)F)N[C@@H]1CN(CCC1)C(=O)OC(C)(C)C Tert-butyl (3S)-3-[[4-[1-(benzenesulfonyl)-6-(1,5-dimethylpyrazol-4-yl)indol-3-yl]-5-(trifluoromethyl)pyrimidin-2-yl]amino]piperidine-1-carboxylate